C(CCC)OC1=CC=C(C=C1)/C=C/C(=O)C1=CC=C(C=C1)S(=O)(=O)N(CC(=O)O)C 2-[[4-[(E)-3-(4-Butoxyphenyl)prop-2-enoyl]phenyl]sulfonyl-methylamino]acetic acid